Cl.ClC1=CC2=C(N=N1)N(C=N2)[C@H]2CNCCC2 3-chloro-7-[(3R)-piperidin-3-yl]-7H-imidazo[4,5-c]pyridazine monohydrochloride